C(#N)C=1C=2N(C=C(C1)NC(CN1C(C3=CC=C(C=C3C(=N1)C(C)C)C(F)(F)F)=O)=O)C=NN2 N-(8-cyano-[1,2,4]triazolo[4,3-a]pyridin-6-yl)-2-(4-isopropyl-1-oxo-6-(trifluoromethyl)phthalazin-2(1H)-yl)acetamide